ClC1=CC(=CC=2N(C3=CC=CC=C3C12)C1=CC=CC=C1)[Si](C1=CC=CC=C1)(C1=CC=CC=C1)C1=CC=CC=C1 4-chloro-9-phenyl-2-(triphenylsilyl)-9H-carbazole